C(C)(C)NC(O[C@H]1C[C@H](CC1)C=1NN=C(C1)NC(=O)C=1N(N=C(C1)C1=C(C(=CC=C1)C1OCCO1)OCC1=CC=C(C=C1)OC)C)=O (1R,3S)-3-(5-{5-[3-(1,3-dioxolan-2-yl)-2-[(4-methoxyphenyl)methoxy] phenyl]-2-methyl pyrazole-3-amido}-2H-pyrazol-3-yl)cyclopentyl N-isopropylcarbamate